vinyl-tetrazine C(=C)C=1N=NN=NC1